NC1=C2C(=NC=N1)N(N=C2C2=CC=C(C=C2)OC2=CC=CC=C2)C2CC(CC2)N(C(=O)N2N=CN=C2)C N-(3-(4-amino-3-(4-phenoxyphenyl)-1H-pyrazolo[3,4-d]pyrimidin-1-yl)cyclopentyl)-N-methyl-1H-1,2,4-triazole-1-carboxamide